6,6,9-trimethyl-2-(3-methyl-1,2,4-oxadiazol-5-yl)-3-pentyl-6H-benzo[c]chromen-1-ol CC1(OC=2C=C(C(=C(C2C2=C1C=CC(=C2)C)O)C2=NC(=NO2)C)CCCCC)C